(2-(dimethylamino)ethyl)-2-(4-fluorophenyl)-5-(4-nitrophenyl)Azole-4-carboxamide CN(CCC1=C(NC(=C1C(=O)N)C1=CC=C(C=C1)[N+](=O)[O-])C1=CC=C(C=C1)F)C